C(C1=CC=CC=C1)OC1=CC(=NC(=C1C(=O)OCC)C)[C@@H]1O[C@]([C@H]([C@H]1C1=C(C(=C(C=C1)F)F)OC)C)(C(F)(F)F)C ethyl 4-(benzyloxy)-6-((2R,3S,4S,5R)-3-(3,4-difluoro-2-methoxyphenyl)-4,5-dimethyl-5-(trifluoromethyl)tetrahydrofuran-2-yl)-2-methylnicotinate